N-tert-Butyl-3-[4-[(2-ethylimidazol-1-yl)methyl]-3-fluoro-phenyl]-5-isobutyl-thiophene-2-sulfonamide C(C)(C)(C)NS(=O)(=O)C=1SC(=CC1C1=CC(=C(C=C1)CN1C(=NC=C1)CC)F)CC(C)C